(2S)-2-[(1H-pyrazol-1-yl)methyl]-1,3-oxazinane N1(N=CC=C1)C[C@@H]1OCCCN1